((2R,3S,4R,5R)-5-(4-butyramidopyrrolo[2,1-f][1,2,4]triazin-7-yl)-5-cyano-3,4-dihydroxytetrahydrofuran-2-yl)methyl 2-cyclohexylacetate C1(CCCCC1)CC(=O)OC[C@H]1O[C@@]([C@@H]([C@@H]1O)O)(C#N)C1=CC=C2C(=NC=NN21)NC(CCC)=O